C(C)C1=NOC(=C1C(=O)OCCCN1N=C(C=2C(NCC3(CCOCC3)CC21)=O)CC)CC 3-(3-ethyl-4-oxo-spiro[6,8-dihydro-5H-pyrazolo[4,3-c]azepine-7,4'-tetrahydropyran]-1-yl)propyl 3,5-diethylisoxazole-4-carboxylate